5-((1-(4-(3-(Azetidin-1-yl)pyrrolidin-1-yl)-2-methoxyphenyl)-1H-imidazol-4-yl)amino)pyrazine-2-carbonitrile N1(CCC1)C1CN(CC1)C1=CC(=C(C=C1)N1C=NC(=C1)NC=1N=CC(=NC1)C#N)OC